C(N)(=N)C1=CC=C(CNC(=O)C=2C=NN(C2)CC2=CC(=CC=C2)CCOC)C=C1 N-(4-carbamimidoylbenzyl)-1-(3-(2-methoxyethyl)benzyl)-1H-pyrazole-4-carboxamide